[Ga].[Mg].[Sr].[La] lanthanum-strontium-magnesium-gallium